methyl (R)-2-aminohexanoate hydrochloride Cl.N[C@@H](C(=O)OC)CCCC